Tert-butyl (6S)-1,6-dimethyl-2,7-diazaspiro[3.5]nonane-7-carboxylate CC1NCC12C[C@@H](N(CC2)C(=O)OC(C)(C)C)C